C[Mg]Br Methyl-magnesium bromid